Cl.FC1=C(C=C2CNC(C2=C1)=O)OC(C1=CC=C(C=C1)NC(=N)N)=O 6-fluoro-1-oxo-isoindolin-5-yl-4-guanidinobenzoate hydrochloride